NC1=NC=C(C2=C1C=NN2C2OCCCC2)NC(=O)C(=O)N(CC2=C(C=C(C=C2)C)C)CC2=CC=CC=C2 N-(4-amino-1-tetrahydropyran-2-yl-pyrazolo[4,3-c]pyridin-7-yl)-N'-benzyl-N'-[(2,4-dimethylphenyl)methyl]oxamide